NC1=C(N=C(N1C1=C(C(=CC=C1C)O)C)C(=O)N1CC=2N(CC1)N=CN2)C(=O)N 5-Amino-1-(3-hydroxy-2,6-dimethylphenyl)-2-(5,6,7,8-tetrahydro-[1,2,4]triazolo[1,5-a]pyrazine-7-carbonyl)-1H-imidazole-4-carboxamide